6-[6-(5-cyclopropyl-4H-1,2,4-triazol-3-yl)-2-azaspiro[3.3]heptane-2-carbonyl]-2,6-diazaspiro[3.3]heptane-2-carboxylic acid tert-butyl ester C(C)(C)(C)OC(=O)N1CC2(C1)CN(C2)C(=O)N2CC1(C2)CC(C1)C1=NN=C(N1)C1CC1